NC=1C(=NC=C(C1)S(=O)(=O)C1=CC=C(C=C1)OC(F)(F)F)C(=O)N1CCC1 (3-amino-5-{[4-(trifluoromethoxy)phenyl]sulfonyl}pyridin-2-yl)(azetidin-1-yl)methanone